2-(2-(2-hydroxypropoxy)propoxy)-1-propanol OC(COC(COC(CO)C)C)C